1-(2-(3-cyclopropyl-5-methyl-4H-1,2,4-triazol-4-yl)-4-fluorophenyl)-3-(piperidin-3-yl)-1H-pyrrolo[2,3-c]pyridine C1(CC1)C1=NN=C(N1C1=C(C=CC(=C1)F)N1C=C(C=2C1=CN=CC2)C2CNCCC2)C